4-(3,5-dimethyl-4-nitro-1H-pyrazol-1-yl)piperidine hydrochloride Cl.CC1=NN(C(=C1[N+](=O)[O-])C)C1CCNCC1